C1(CCC(CC1)O)C1CCC(CC1)O 1,1'-bi(cyclohexyl)-4,4'-diol